indazole lead [Pb].N1N=CC2=CC=CC=C12